1-(4-chlorophenyl)-3-(2,4-dioxo-1,3-diazaspiro[4.5]decan-3-yl)urea ClC1=CC=C(C=C1)NC(=O)NN1C(NC2(C1=O)CCCCC2)=O